C(=O)(O)C(O)C(O)C(=O)O.CN(C1=CC=C2C(=C3C(O2)=CC=CC(=C3)NC(=O)C=3C2=C(OC3)C=CC(=C2)F)C1)C N-(N,N-dimethyl-2-aminocyclohepta[b]benzofur-9-yl)5-fluorobenzo[b]furan-3-carboxamide tartrate